ClC=1C=C(C=CC1)N(S(=O)(=O)C1CCN(CC1)C1CN(C1)CC)CC1=CC=C(C=C1)C=1OC(=NN1)C(F)F N-(3-chlorophenyl)-N-(4-(5-(difluoromethyl)-1,3,4-oxadiazol-2-yl)benzyl)-1-(1-ethylazetidin-3-yl)piperidine-4-sulfonamide